N-methyl-2-(6-(((3aR,5s,6aS)-2-((tetrahydro-2H-pyran-4-yl)methyl)octahydrocyclopenta[c]pyrrol-5-yl)amino)pyridazin-3-yl)benzamide CNC(C1=C(C=CC=C1)C=1N=NC(=CC1)NC1C[C@@H]2[C@@H](CN(C2)CC2CCOCC2)C1)=O